acryloyloxyethyltrimethyl-ammonium methylsulfate COS(=O)(=O)[O-].C(C=C)(=O)OCC[N+](C)(C)C